C1OCC12C(CC2)OC2=NN(C=C2[N+](=O)[O-])C 3-((2-oxaspiro[3.3]heptan-5-yl)oxy)-1-methyl-4-nitro-1H-pyrazole